[7-(tert-butoxycarbonylamino)-3-cyclopropyl-5-[(2-fluoro-2-methyl-propyl)sulfamoyl]-7,8-dihydro-6H-cyclopenta[g]isoquinolin-1-yl]-trimethyl-ammonium 2,2,2-trifluoroacetate FC(C(=O)[O-])(F)F.C(C)(C)(C)OC(=O)NC1CC2=C(C(=C3C=C(N=C(C3=C2)[N+](C)(C)C)C2CC2)S(NCC(C)(C)F)(=O)=O)C1